C1(=CC=CC=C1)[Se]CCl chloromethyl phenyl selenoether